FC(C1=NC(=NC(=N1)C(F)(F)F)N1[C@H](C=2NC3=CC=C(C=C3C2CC1)N1N=CC(=N1)C)CC(C)C)(F)F (1S)-2-[4,6-bis(trifluoromethyl)-1,3,5-triazin-2-yl]-1-(2-methylpropyl)-6-(4-methyl-2H-1,2,3-triazol-2-yl)-2,3,4,9-tetrahydro-1H-pyrido[3,4-b]indole